hexyl-carbamic acid 1-benzyl-1,2,3,4-tetrahydro-quinolin-6-yl ester C(C1=CC=CC=C1)N1CCCC2=CC(=CC=C12)OC(NCCCCCC)=O